CC1=CC(=NN1)NC1=NC=2N(C(=C1)N1CCOCC1)N=C(C2)C2=CC=NC=C2 N-(5-methyl-1H-pyrazol-3-yl)-7-morpholino-2-(4-pyridinyl)pyrazolo[1,5-a]pyrimidin-5-amine